ethyl 1-(2-((tert-butoxycarbonyl) amino) ethyl)-3-ethyl-5-(trifluoromethyl)-1H-pyrrolo[2,3-b]pyridine-2-carboxylate C(C)(C)(C)OC(=O)NCCN1C(=C(C=2C1=NC=C(C2)C(F)(F)F)CC)C(=O)OCC